7Z-decatrienal C(C=CC=C\C=C/CCC)=O